tetradecylidenebis(triethylammonium) C(CCCCCCCCCCCCC)([N+](CC)(CC)CC)[N+](CC)(CC)CC